3-(3,4-difluoro-2-methoxy-phenoxy)-N-[3-(methylsulfonimidoyl)phenyl]-6-(trifluoromethyl)pyrazine-2-carboxamide FC=1C(=C(OC=2C(=NC(=CN2)C(F)(F)F)C(=O)NC2=CC(=CC=C2)S(=O)(=N)C)C=CC1F)OC